(4-METHOXY-3-[(4-METHYLPIPERAZIN-1-YL)METHYL]PHENYL)BORANEDIOL COC1=C(C=C(C=C1)B(O)O)CN1CCN(CC1)C